N2-[4-(methylaminomethyl)phenyl]-N4-[2-(6-methyl-2-pyridyl)pyrimidin-4-yl]pyrimidine-2,4-diamine CNCC1=CC=C(C=C1)NC1=NC=CC(=N1)NC1=NC(=NC=C1)C1=NC(=CC=C1)C